1-methyl-4,5,6,7-tetrahydro-1H-indazol-4-ol CN1N=CC=2C(CCCC12)O